5-(5-(cyclopent-1-en-1-yl)-6-methylpyridazin-3-yl)pyrimidine C1(=CCCC1)C=1C=C(N=NC1C)C=1C=NC=NC1